(S)-1-(4-(Oct-7-yn-1-yl)phenyl)penta-1,4-diyn-3-ol C(CCCCCC#C)C1=CC=C(C=C1)C#C[C@H](C#C)O